6-((4-(7-methoxy-[1,2,4]triazolo[1,5-a]pyridin-6-yl)piperidin-1-yl)sulfonyl)benzo[d]thiazole COC1=CC=2N(C=C1C1CCN(CC1)S(=O)(=O)C1=CC3=C(N=CS3)C=C1)N=CN2